BrC1=CC(=NC=C1)C1(CC(C1)(F)F)C(=O)OC(C)(C)C tert-butyl 1-(4-bromopyridin-2-yl)-3,3-difluorocyclobutane-1-carboxylate